5-(4-methoxy-2,3,6-trimethylphenyl)-3-methyl-2,4-pentadien COC1=C(C(=C(C(=C1)C)C=CC(=CC)C)C)C